ClC=1C=C2C(=NC=NC2=C(C1)C(F)(F)F)N([C@@H](C)C1=NC=NN1C1=CC(=NC=N1)NC(OC1=CC=CC=C1)=O)C phenyl N-[6-[5-[(1S)-1-[[6-chloro-8-(trifluoromethyl)quinazolin-4-yl]-methyl-amino]ethyl]-1,2,4-triazol-1-yl]pyrimidin-4-yl]carbamate